C(C)(=O)NC(C(=O)O)CC1=CC=C(C=C1)[N+](=O)[O-] 2-acetamido-3-(4-nitrophenyl)propionic acid